N1=NC=NC2=C1NC(NC2=O)=O pyrimido[5,4-e][1,2,4]triazin-5,7(6H,8H)-dione